4-cumylphenyl fluoride C(C)(C)(C1=CC=CC=C1)C1=CC=C(C=C1)F